COC(=O)C=1SC=C(C1NC(C[N+]1(CCCCCC1)CC(=O)NC1=C(SC=C1C)C(NC)=O)=O)C 1-(2-((2-(methoxycarbonyl)-4-methylthiophen-3-yl)amino)-2-oxoethyl)-1-(2-((4-methyl-2-(methylcarbamoyl)thiophen-3-yl)amino)-2-oxoethyl)azepan-1-ium